N-[8-fluoro-2-methylimidazo[1,2-a]pyridin-6-yl]-2-methyl-4-(piperazin-1-yl)indazole-7-carboxamide FC=1C=2N(C=C(C1)NC(=O)C1=CC=C(C3=CN(N=C13)C)N1CCNCC1)C=C(N2)C